ditertbutylmethylene(cyclopentadienyl)(fluorenyl)hafnium dichloride [Cl-].[Cl-].C(C)(C)(C)C(C(C)(C)C)=[Hf+2](C1=CC=CC=2C3=CC=CC=C3CC12)C1C=CC=C1